C1(C=2C(C(=O)[O-])=CC(C(=O)OC(C3=C(C=CC=C3)CCC3=C(C(=O)O1)C=CC=C3)=O)=CC2)=O ethylene-dibenzoyl trimellitate